N1=C(C=CC=C1)C1CCCCCCCC1 pyridylcyclononan